(5-fluoro-2-(methoxymethyloxy)phenyl)-2-(5-fluoro-6-(4-(1-methylpiperidin-4-yl)benzeneYl)-2H-indazol-2-yl)acetic acid FC=1C=CC(=C(C1)C(C(=O)O)N1N=C2C=C(C(=CC2=C1)F)C1=CC=C(C=C1)C1CCN(CC1)C)OCOC